C(CCCCC(C(=O)[O-])CCCCCCCCCC(CCCCCC)O)C(C(=O)[O-])CCCCCCCCCC(CCCCCC)O Pentane-1,5-diyl-bis(12-hydroxyoctadecanoate)